C(C)(C)(C)OC(NC(C)(C)C1=NC=C2N1C=CC=C2Cl)=O (2-(8-chloroimidazo[1,5-a]pyridin-3-yl)propan-2-yl)carbamic acid tert-butyl ester